C=C1CN2CCC3(C2C1)CC3 6'-methylenetetrahydrospiro[cyclopropane-1,1'-pyrrolizin]